ClC=1C=C2C=NN(C2=CC1N1CCN(CC1)C(=O)OC(C)(C)C)C1OCCCC1 tert-butyl 4-(5-chloro-1-(tetrahydro-2H-pyran-2-yl)-1H-indazol-6-yl)piperazine-1-carboxylate